FC(C1=CC=C(C=C1)[C@@H]1[C@@H](C1)C(=O)N1CCN(CC1)C(=O)OC(C)(C)C)(F)F |r| tert-Butyl 4-((1RS,2SR)-2-(4-(trifluoromethyl)phenyl)cyclopropane-1-carbonyl)piperazine-1-carboxylate